5-bromo-7-methyl-7H-pyrrolo[2,3-d]pyrimidin-4-amine BrC1=CN(C=2N=CN=C(C21)N)C